OC1CCN(CC1)C1=NOC(=C1)C(C(=O)OCC)C(C)C 1-Ethyl 2-(3-(4-hydroxypiperidin-1-yl)isoxazol-5-yl)-3-methylbutanoate